tert-butyl 3-((2-(1-(2,5-difluorophenyl)-4-(trimethylsilyl)but-3-yn-1-yl)-2H-indazole-6-yl)ethynyl)-3-methylpiperidine-1-carboxylate FC1=C(C=C(C=C1)F)C(CC#C[Si](C)(C)C)N1N=C2C=C(C=CC2=C1)C#CC1(CN(CCC1)C(=O)OC(C)(C)C)C